N1=CC=NC=2C1=CC=1N=CC=NC1C2 pyrazino(2,3-g)quinoxaline